1-(1H-indol-6-yl)-3-(5-(4-(trifluoromethoxy)phenyl)-1,3,4-thiadiazol-2-yl)urea N1C=CC2=CC=C(C=C12)NC(=O)NC=1SC(=NN1)C1=CC=C(C=C1)OC(F)(F)F